C1(CCCC1)N1C=C(N=C2C(NC(N=C12)(N)NC1CCN(CC1)S(=O)(=O)C)=O)NN 8-cyclopentyl-6-hydrazino-2-((1-(methylsulfonyl)piperidin-4-yl)amino)pterin